4-[2-[[6-[5-(6-methyl-2-pyridyl)-1H-imidazol-4-yl]-3-quinolyl]amino]ethyl]piperazine-2-carboxylic acid CC1=CC=CC(=N1)C1=C(N=CN1)C=1C=C2C=C(C=NC2=CC1)NCCN1CC(NCC1)C(=O)O